C([C@@H]1[C@H]([C@@H]([C@H]([C@@H](O1)O)OC2[C@@H]([C@H]([C@@H]([C@H](O2)CO)O)O[C@@H]3[C@@H]([C@H]([C@@H]([C@H](O3)CO)O)O)O)O)O)O)O The molecule is a glucotriose consisting of alpha-D-glucopyranose, D-glucopyranose and beta-D-glucopyranose residues joined in sequence by (1->3) and (1->2) glycosidic bonds. It is a glucotriose and a partially-defined glycan. It derives from a nigerose.